FC(C1=CC=C(C=C1)C1=C(CCCC2=C1C=CC=C2)C2=C(C=C(C=C2)F)C)(C2CN(C2)CCCF)F 9-(4-(Difluoro(1-(3-fluoropropyl)azetidin-3-yl)methyl)phenyl)-8-(4-fluoro-2-methylphenyl)-6,7-dihydro-5H-benzo[7]annulen